ClC=1C=C(C(=NC1Cl)NC(=O)N1C2CCC1CC=1C(=NC=CC12)F)F (±)-N-(5,6-dichloro-3-fluoropyridin-2-yl)-1-fluoro-6,7,8,9-tetrahydro-5H-5,8-epimino-cyclohepta[c]pyridine-10-carboxamide